(S)-N'-((6-cyclopropyl-5-methyl-2,3-dihydro-1H-inden-4-yl)carbamoyl)-2-(2-hydroxypropan-2-yl)thiazole-5-sulfonimidamide C1(CC1)C1=C(C(=C2CCCC2=C1)NC(=O)N=[S@@](=O)(N)C1=CN=C(S1)C(C)(C)O)C